CS(=O)(=O)OC1=C(C=CC(=C1)Cl)C1OCCC1.[Na] Sodium (5-chloro-2-(tetrahydrofuran-2-yl) phenyl) methylsulfonate